[Si](C1=CC=CC=C1)(C1=CC=CC=C1)(C(C)(C)C)O[C@@H](CC(=O)OCC)CN(C)CC ethyl (S)-3-((tert-butyldiphenylsilyl)oxy)-4-(ethyl(methyl)amino)butanoate